C1(CC1)N(C1=NN2C(S1)=NC=C2C=2C=C(C(=O)N(C)C)C=CC2)C 3-[2-(cyclopropyl-methylamino)imidazo[2,1-b][1,3,4]thiadiazol-5-yl]-N,N-dimethyl-benzamide